C(C(=C)C)(=O)OCCN1CCCCCC1 2-(hexamethyleneimino)-ethyl methacrylate